chlorotris(dimethylamino)phosphonium hexafluorophosphate F[P-](F)(F)(F)(F)F.Cl[P+](N(C)C)(N(C)C)N(C)C